5-[4-[[4-[(3R,5R)-5-[(1,5-dimethyl-6-oxo-pyridazin-4-yl)amino]-1-methyl-3-piperidyl]phenyl]methyl]piperazin-1-yl]-2-(2,6-dioxo-3-piperidyl)isoindoline-1,3-dione CN1N=CC(=C(C1=O)C)N[C@@H]1C[C@@H](CN(C1)C)C1=CC=C(C=C1)CN1CCN(CC1)C=1C=C2C(N(C(C2=CC1)=O)C1C(NC(CC1)=O)=O)=O